NCC1(CCCC1)N(C)C 1-(aminomethyl)-N,N-dimethyl-cyclopentanamine